(E)-6-(4-(tert-Butylamino)but-2-enoyl)-4-(2-(1-ethyl-3-(trifluoromethyl)-1H-pyrazol-4-yl)phenyl)-4,5,6,7-tetrahydrothieno[2,3-c]pyridine-2-carbonitrile C(C)(C)(C)NC/C=C/C(=O)N1CC2=C(C(C1)C1=C(C=CC=C1)C=1C(=NN(C1)CC)C(F)(F)F)C=C(S2)C#N